(4-isopropyl)-phenylglycine C(C)(C)C1=CC=C(C(N)C(=O)O)C=C1